C(C)C=1C=C2C=CC(=NC2=CC1)C1=C(C=CC=C1)O 2-(6-ethylquinolin-2-yl)phenol